2,3-dimethyl-9,10-dipropyloxyanthracene CC1=CC2=C(C3=CC=CC=C3C(=C2C=C1C)OCCC)OCCC